[Ca+2].C(C1=CC=CC=C1)OC(C[C@H](C(=O)[O-])C)=O.C(C1=CC=CC=C1)OC(C[C@H](C(=O)[O-])C)=O (R)-4-benzyloxy-2-methyl-4-oxobutyric acid calcium salt